C(#N)C=1C(=NN2C1NC1=C(CC2)C=C(C=C1)N1CCN(CC1)C(=O)OC(C)(C)C)C1=CC(=C(C=C1)CNC(C1=C(C(=C(C(=C1OC)F)F)F)F)=O)C tert-butyl 4-(3-cyano-2-(3-methyl-4-((2,3,4,5-tetrafluoro-6-methoxybenzamido)methyl)phenyl)-9,10-dihydro-4H-benzo[d]pyrazolo[1,5-a][1,3]diazepin-7-yl)piperazine-1-carboxylate